3-(methylsulfonyl)-4-oxo-4,5,6,7-tetrahydro-1H-indol-1-Benzonitrile CS(=O)(=O)C1=CN(C=2CCCC(C12)=O)C1=CC=CC=C1C#N